C(C)(C)(C)OC(=O)N1C(CCC1)C1=C(C=CC(=C1)C(NC=1C=NC=C(C1)C(F)(F)F)=O)OC (2-methoxy-5-((5-(trifluoromethyl)pyridin-3-yl)carbamoyl)phenyl)pyrrolidine-1-carboxylic acid tert-butyl ester